ONC(=O)C1=CC2=C(OCC(N2CC(C)C)=O)C=C1 N-hydroxy-4-isobutyl-3-oxo-3,4-dihydro-2H-benzo[b][1,4]oxazine-6-carboxamide